C1(=CC=CC=C1)C1(CCCC1)C(=O)O 1-phenylcyclopentane-1-carboxylic acid